4-oxo-3-(4-(2,2,2-trifluoroethoxy)phenyl)-2-(trifluoromethyl)-4H-pyrido[1,2-a]pyrimidine-8-carbonitrile O=C1C(=C(N=C2N1C=CC(=C2)C#N)C(F)(F)F)C2=CC=C(C=C2)OCC(F)(F)F